ClC=1C=C(C=CC1C)C(CCCCCOB([O-])[O-])(C1=CC(=C(C=C1)C)Cl)C1=CC(=C(C=C1)C)Cl tris-(3-chloro-4-methylphenyl)hexylborate